3-(2-(3-(2-hydroxypropane-2-yl)-1H-pyrazol-1-yl)-5-methylpyridin-4-yl)-2-Methylpyrimidin-4(3H)-one OC(C)(C)C1=NN(C=C1)C1=NC=C(C(=C1)N1C(=NC=CC1=O)C)C